CC1(C[C@H](CCC1)[C@@H](C)O)C (R)-1-((S)-3,3-dimethylcyclohexyl)ethan-1-ol